tert-butyl 2-[7-[4-fluoro-2-(2-methoxyethoxy)phenyl]-4-(2-oxa-7-azaspiro[3.5]nonan-7-yl)thieno[3,2-c]pyridin-6-yl]-6,7-dihydro-4H-pyrazolo[1,5-a]pyrazine-5-carboxylate FC1=CC(=C(C=C1)C=1C2=C(C(=NC1C1=NN3C(CN(CC3)C(=O)OC(C)(C)C)=C1)N1CCC3(COC3)CC1)C=CS2)OCCOC